Cl.C1(CC1)C=1C=C(C(=N)N)C=CN1 2-(cyclopropyl)isonicotinamidine HCl salt